N-(5-(2-chloroethyl)-4-methylthiazol-2-yl)-4-phenylbutyramide ClCCC1=C(N=C(S1)NC(CCCC1=CC=CC=C1)=O)C